N1=CC=CC2=CC=CC(=C12)NC(C1=NC=CC(=C1)N1CCC2(CC2)CC1)=O N-(quinolin-8-yl)-4-(6-azaspiro[2.5]octan-6-yl)picolinamide